DIHYDRO-OXAZOL O1CNC=C1